FC(C=1C=C(C=C(C1)C(F)(F)F)N1N=C(C=C1O)C)(F)F 1-(3,5-bis(trifluoromethyl)phenyl)-3-methyl-1H-pyrazol-5-ol